3-[3-(1,3-thiazol-5-yl)-1,2-oxazol-5-yl]-1H-indazole S1C=NC=C1C1=NOC(=C1)C1=NNC2=CC=CC=C12